4-(4-{[2-(4-ethylphenyl)-1,3-thiazol-4-yl]methyl}piperazin-1-yl)-N,N,6-trimethyl-1,2-dihydropyrimidin-2-amine C(C)C1=CC=C(C=C1)C=1SC=C(N1)CN1CCN(CC1)C1=NC(NC(=C1)C)N(C)C